(2S,5R)-2-(N-((1-methyl-1H-1,2,4-triazol-3-yl) sulfonyl) carbamimidoyl)-7-oxo-1,6-diazabicyclo[3.2.1]octan-6-yl hydrogen sulfate S(=O)(=O)(ON1[C@@H]2CC[C@H](N(C1=O)C2)C(NS(=O)(=O)C2=NN(C=N2)C)=N)O